C(C)OC(C(CN)CN1N=CC(=C1)C1=C2C(=NC=C1)NC=C2)=O.C(C(O)CO)S(=O)(=O)OOCC ethoxy glyceryl-sulfonate ethyl-3-amino-2-{[4-(1H-pyrrolo[2,3-b]pyridin-4-yl)-1H-pyrazol-1-yl]-methyl}propanoate